ClC=1C=NN(C(C1C#N)=O)CC(=O)NC1=CC(=C(C=C1)C)S(N(C)C)(=O)=O 2-(4-chloro-5-cyano-6-oxopyridazin-1(6H)-yl)-N-(3-(N,N-dimethylsulfamoyl)-4-methylphenyl)acetamide